N-(2,5-difluoro-3-{1-[3-fluoro-4-(piperazin-1-yl)phenyl]-3-(pyridin-4-yl)pyrazol-4-yl}phenyl)cyclopentanesulfonamide trifluoroacetic acid salt FC(C(=O)O)(F)F.FC1=C(C=C(C=C1C=1C(=NN(C1)C1=CC(=C(C=C1)N1CCNCC1)F)C1=CC=NC=C1)F)NS(=O)(=O)C1CCCC1